ClC1=C(C=C(C(=C1)F)N1C(N(C(N(C1=O)C)=S)C)=O)C1=NO[C@@](C1)(C(=O)O)C (5S)-3-[2-chloro-5-(3,5-dimethyl-2,6-dioxo-4-sulfanylidene-1,3,5-triazinan-1-yl)-4-fluorophenyl]-5-methyl-4,5-dihydro-1,2-oxazole-5-carboxylic acid